C(C1=CC=CC=C1)N(CCCC(=O)OC)C[Si](C)(C)C methyl 4-(benzyl((trimethylsilyl)methyl)amino)butanoate